CN1C(CCC2=CC(=CC=C12)C=1C=C(C=NC1)[C@@H](CC)NS(=O)(=O)CC)=O |r| (rac)-Ethanesulfonic acid {1-[5-(1-methyl-2-oxo-1,2,3,4-tetrahydro-quinolin-6-yl)-pyridin-3-yl]-propyl}-amide